3-cyclopentyl-3-(4-(4,4,5,5-tetramethyl-1,3,2-dioxaborolan-2-yl)-1H-pyrazole-1-yl)propionaldehyde C1(CCCC1)C(CC=O)N1N=CC(=C1)B1OC(C(O1)(C)C)(C)C